OC=1C=C(C2=CC=CC=C2C1)N1CC=2N=C(N=C(C2CC1)N1CCN(CC1)C(C=C)=O)OCCN1CCCCC1 1-[4-[7-(3-hydroxy-1-naphthyl)-2-[2-(1-piperidyl)ethoxy]-6,8-dihydro-5H-pyrido[3,4-d]pyrimidin-4-yl]piperazin-1-yl]prop-2-en-1-one